CN(C)CC1=NNC(C2=C1N=C(C=C2)C=2C=NN(C2C2=C(C1=C(S2)C=CC=C1)C#N)C)=O 2-(4-(8-((dimethylamino)metH-yl)-5-oxo-5,6-dihydropyrido[2,3-d]pyridazin-2-yl)-1-methyl-1H-pyrazol-5-yl)benzo[b]thiopHene-3-carbonitrile